CS(=O)(=O)[O-].C(C)N1C=[N+](C=C1)C 1-ethyl-3-methylimidazolium methansulfonate